FC(C=1C=CC=C2C=C(N(C12)C(=O)OC(C)(C)C)[Sn](C)(C)C)(F)F tert-Butyl 7-(trifluoromethyl)-2-(trimethylstannyl)indole-1-carboxylate